C1(CC1)N1C[C@@H](N(C[C@H]1C)C(=O)OC(C)(C)C)C1=CC=CC=C1 |r| tert-butyl rac-(2S,5R)-4-cyclopropyl-5-methyl-2-phenyl-piperazine-1-carboxylate